5-methyl-N-((S)-4-methyl-1-oxo-1-(((S)-3-oxo-1-((S)-2-oxopyrrolidin-3-yl)-4-(2,3,5,6-tetrafluorophenoxy)butan-2-yl)amino)pentan-2-yl)isoxazole-3-carboxamide CC1=CC(=NO1)C(=O)N[C@H](C(N[C@@H](C[C@H]1C(NCC1)=O)C(COC1=C(C(=CC(=C1F)F)F)F)=O)=O)CC(C)C